NC[C@@H]1[C@H]2[C@@H]([C@H]3[C@H](OC(CN3C(C(F)(F)F)=O)C)O1)OC(O2)(C)C ((3aS,4R,5aR,9aS,9bR)-4-(aminomethyl)-2,2,7-trimethylhexahydro-4H,9H-[1,3]dioxolo[4',5':4,5]pyrano[2,3-b][1,4]oxazin-9-yl)-2,2,2-trifluoroethan-1-one